ClC1=C(C=2N=C(N=C(C2C=N1)C1=CC2CCC(C1)N2C(=O)OC(C)(C)C)OCC21CCCN1CCC2)F (±)-tert-butyl 3-(7-chloro-8-fluoro-2-((hexahydro-1H-pyrrolizin-7a-yl) methoxy) pyrido[4,3-d]pyrimidin-4-yl)-8-azabicyclo[3.2.1]oct-2-ene-8-carboxylate